BrC=1C=C(C2=C(N(C(=N2)[C@H]2CN(CC2)C(=O)OC)C(C)C)C1)F methyl (R)-3-(6-bromo-4-fluoro-1-isopropyl-1H-benzo[d]imidazol-2-yl)pyrrolidine-1-carboxylate